Methyl 2-(1H-pyrrolo[2,3-b]pyridin-5-yloxy)-4-(4-((2-(4-chlorophenyl)-5,5-dimethylcyclohexa-1,3-dienyl)methyl)piperazin-1-yl)benzoate N1C=CC=2C1=NC=C(C2)OC2=C(C(=O)OC)C=CC(=C2)N2CCN(CC2)CC2=C(C=CC(C2)(C)C)C2=CC=C(C=C2)Cl